acryloxyethyl isophthalate C(C1=CC(C(=O)[O-])=CC=C1)(=O)OCCOC(C=C)=O